4-(aminomethyl)-6-(5-benzyl-4,5,6,7-tetrahydropyrazolo[1,5-a]pyrazin-3-yl)phthalazin-1(2H)-one NCC1=NNC(C2=CC=C(C=C12)C=1C=NN2C1CN(CC2)CC2=CC=CC=C2)=O